2-(3-(5-methylthiophen-2-yl)-6-oxopyridazin-1(6H)-yl)-N-(tert-pentyl)acetamide CC1=CC=C(S1)C1=NN(C(C=C1)=O)CC(=O)NC(C)(C)CC